(E)-N-(2,6-dimethylphenyl)-1-(2-(2,3,4-trimethylcyclopenta-1,3-dien-1-yl)phenyl)methanimine CC1=C(C(=CC=C1)C)/N=C/C1=C(C=CC=C1)C1=C(C(=C(C1)C)C)C